trans-methyl 4-(4-(4-cyano-1H-pyrazol-1-yl)piperidin-2-yl)benzoate C(#N)C=1C=NN(C1)[C@H]1C[C@@H](NCC1)C1=CC=C(C(=O)OC)C=C1